1,1,3-tribromoacetone BrC(C(=O)CBr)Br